C1(=CC=C(C=CC=C1)C(=O)O)C(=O)O Cyclooctatetraene-1,4-dicarboxylic acid